ethyl 2-[(2-chlorophenyl)methyl]-8-methyl-4,5-dihydro-2H-furo[2,3-g]indazole-7-carboxylate ClC1=C(C=CC=C1)CN1N=C2C3=C(CCC2=C1)OC(=C3C)C(=O)OCC